ClC1=C(C=2N=C(N=C(C2C=N1)C1=C[C@@H]2CC[C@H](C1)N2C(=O)OC(C)(C)C)OC[C@]21CCCN1C[C@@H](C2)F)F tert-butyl (1S,5R)-3-(7-chloro-8-fluoro-2-(((2R,7aS)-2-fluorotetrahydro-1H-pyrrolizin-7a(5H)-yl)methoxy)pyrido[4,3-d]pyrimidin-4-yl)-8-azabicyclo[3.2.1]oct-2-ene-8-carboxylate